4-nitrophenyl 4-(4,4,5,5-tetramethyl-1,3,2-dioxaborolan-2-yl)benzyl carbonate C(OC1=CC=C(C=C1)[N+](=O)[O-])(OCC1=CC=C(C=C1)B1OC(C(O1)(C)C)(C)C)=O